ClC=1C=C2C=CN=C(C2=C(C1)C)N(C(C1=C(C=C(C=C1)C=1N=NN(C1C)C)F)=O)[C@H]1CNCCC1 (R)-N-(6-chloro-8-methylisoquinolin-1-yl)-4-(1,5-dimethyl-1H-1,2,3-triazol-4-yl)-2-fluoro-N-(piperidin-3-yl)benzamide